CN1CCC2(C[C@@H]2C(=O)N[C@@H](CCCCCC(CC)=O)C=2NC(=CN2)C=2C=C3C=CN(C(C3=CC2)=O)C)CC1 (S)-6-methyl-N-((S)-1-(5-(2-methyl-1-oxo-1,2-dihydroisoquinolin-6-yl)-1H-imidazol-2-yl)-7-oxononyl)-6-azaspiro[2.5]octane-1-carboxamide